ClC1=C(C(=O)C2=CNC3=NC=CC(=C32)NC3CCC(CC3)C(=O)O)C=CC(=C1)OC1=C(C=CC=C1)OC (1r,4r)-4-((3-(2-chloro-4-(2-methoxyphenoxy)benzoyl)-1H-pyrrolo[2,3-b]pyridin-4-yl)amino)cyclohexane-1-carboxylic acid